(R)-2,8-difluoro-1,2,3,5,6,7-hexahydro-s-indacen-4-amine F[C@H]1CC=2C(=C3CCCC3=C(C2C1)N)F